butyl 4-(((3S,4S)-3-(4-(methoxycarbonyl)phenyl)-1-(2,2,2-trifluoroethyl)piperidin-4-yl)methyl)-5,7-dimethyl-1H-indole-1-carboxylate COC(=O)C1=CC=C(C=C1)[C@H]1CN(CC[C@@H]1CC1=C2C=CN(C2=C(C=C1C)C)C(=O)OCCCC)CC(F)(F)F